2-nitroxyethyl ether O([N+](=O)[O-])CCOCCO[N+](=O)[O-]